NC=1C(=NC=C(C1)Br)C(C(C(=O)NC1=CC=CC=C1)C#N)=O 3-(3-amino-5-bromopyridin-2-yl)-2-cyano-3-oxo-N-phenylpropanamide